CN1N=C(C=C1C)NC1=NC=C(C(=N1)C1=CNC2=C(C=CC=C12)N1C(C2=NC=CC=C2C1=O)=O)C 6-(3-(2-((1,5-dimethyl-1H-pyrazol-3-yl)amino)-5-methylpyrimidin-4-yl)-1H-indol-7-yl)-5H-pyrrolo[3,4-b]pyridine-5,7(6H)-dione